COC(=O)C1=CC=C2C3=C(NC2=C1)C=NC(=C3)NC(=O)C3CC3 3-(Cyclopropanecarboxamido)-9H-pyrido[3,4-b]indole-7-carboxylic acid methyl ester